NC1=NC=CC(=C1\C=C\C(N1CCNCC1)=O)OC1=C(C=C(C=C1)NC(=O)C=1C(N(C(N(C1)C(C)C)=O)C1=CC=C(C=C1)F)=O)F (E)-N-(4-(2-amino-3-(3-oxo-3-(piperazin-1-yl)prop-1-enyl)pyridin-4-yloxy)-3-fluorophenyl)-3-(4-fluorophenyl)-1-isopropyl-2,4-dioxo-1,2,3,4-tetrahydropyrimidine-5-carboxamide